ClC=1C=C(C=C(C1OC1=NC=C(C(=C1)S(=O)(=O)CC)O)Cl)N1N=C(C(NC1=O)=O)C(F)F 2-[3,5-dichloro-4-[(4-ethylsulfonyl-5-hydroxy-2-pyridyl)oxy]phenyl]-6-(difluoromethyl)-1,2,4-triazine-3,5-dione